4-cyclopropyl-3-(N,N-dimethylsulfamoyl)-N-((2-(6-(2,2,6,6-tetramethylmorpholino)pyridin-2-yl)-1,6-naphthyridin-7-yl)methyl)benzamide C1(CC1)C1=C(C=C(C(=O)NCC2=NC=C3C=CC(=NC3=C2)C2=NC(=CC=C2)N2CC(OC(C2)(C)C)(C)C)C=C1)S(N(C)C)(=O)=O